[Mg+2].C(C)(=O)[O-].C(C)(=O)[O-].C(CN)N ethylenediamine diacetate magnesium